racemic-N-(1-(6,7-difluoro-1-oxo-1,2-dihydroisoquinolin-4-yl)ethyl)-3-fluoro-N-isobutyl-4-(trifluoromethyl)benzamide FC=1C=C2C(=CNC(C2=CC1F)=O)[C@@H](C)N(C(C1=CC(=C(C=C1)C(F)(F)F)F)=O)CC(C)C |r|